O1CC[C@@H](C2=CC=CC=C12)N(C(=O)C1=CC2=C(N=C(S2)C=2C(=NC=CC2)C)C=C1)C (S)-N-(chroman-4-yl)-N-methyl-2-(2-methyl-pyridin-3-yl)benzo-[d]thiazole-6-carboxamide